C1(CC1)C1=CC(=C(C=C1)NC1=CC(=NC=C1C(=O)NOCC)NC=1SC=CN1)N(S(=O)(=O)C)C 4-((4-cyclopropyl-2-(N-methyl-methanesulfonamido)-phenyl)amino)-N-ethoxy-6-(thiazol-2-ylamino)nicotinamide